4-hydroxy-2,3-dihydro-1H-indene OC1=C2CCCC2=CC=C1